C(C1=CC=CC=C1)OC1=NC(=CC=C1C1=NN(C2=C(C=CC=C12)N1CCC(CC1)C1=CC(=C(C=C1)Cl)OC)C)OCC1=CC=CC=C1 3-(2,6-Bis(benzyloxy)pyridin-3-yl)-7-(4-(4-chloro-3-methoxyphenyl)piperidin-1-yl)-1-methyl-1H-indazole